BrC1=CC=NC2=C(C=C(C=C12)CC)C(=O)OCC ethyl 4-bromo-6-ethylquinoline-8-carboxylate